C(C)(C)(C)OC(CCCC[C@](C(=O)O)(C(=O)OCC1C2=CC=CC=C2C2=CC=CC=C12)N)=O (S)-2-Fmoc-aminopimelic acid-7-tert-butyl ester